NC=1C(NC2=C3C(=C(N=C2C1C1=C2C=NNC2=C(C=C1)F)C)N=CC=C3)=O 3-amino-4-(7-fluoro-1H-indazol-4-yl)-6-methyl-1H-pyrido[2,3-h][1,5]naphthyridin-2-one